COC1=C(CN(S(=O)(=O)C=C)C)C=CC(=C1)OC N-(2,4-dimethoxybenzyl)-N-methylethenesulfonamide